(R)-1-(4-chlorophenyl)-1-[5-(3-chlorophenyl)tetrazolo[1,5-a]quinazolin-7-yl]-1-(1-methyl-1H-imidazol-5-yl)methylamine ClC1=CC=C(C=C1)[C@](C1=CN=CN1C)(C=1C=C2C(=NC=3N(C2=CC1)N=NN3)C3=CC(=CC=C3)Cl)N